C(CCCCCCC)(=O)OCC(O)CO monoglycerol monocaprylate